CN([C@H]1CN(CC1)C1=CC=C(C=C1)N1C=NC(=C1)NC=1N=CC(=NC1)C#N)C (R)-5-((1-(4-(3-(Dimethylamino)pyrrolidin-1-yl)phenyl)-1H-imidazol-4-yl)amino)pyrazine-2-carbonitrile